(naphthobenzofuranyl)(dimethylfluorenyl)(naphthobenzofuranyl)anthracene C1(=COC=2C1=CC=C1C2C=CC2=CC=CC=C21)C=2C(=C(C1=CC3=CC=CC=C3C=C1C2)C2=COC=1C2=CC=C2C1C=CC1=CC=CC=C12)C1=C(C(=CC=2C3=CC=CC=C3CC12)C)C